cadmium-indium-silver [Ag].[In].[Cd]